O[C@@H]1C([C@@H]2CC[C@]3([C@@]4(CC[C@]5(CCC(C[C@H]5C4=CCC3[C@]2(CC1)C)(C)C)C(=O)O)C)C)(C)C (4aS,6aS,6bR,8aR,10S,12aR,14bS)-10-hydroxy-2,2,6a,6b,9,9,12a-heptamethyl-1,3,4,5,6,6a,6b,7,8,8a,9,10,11,12,12a,12b,13,14b-octadecahydropicene-4a(2H)-carboxylic acid